N1=C(N=CC=C1)CNC1=C(C=C(C=C1)C1=NNC(OC1)=O)C(F)(F)F 5-[4-{[(pyrimidin-2-yl)methyl]amino}-3-(trifluoromethyl)phenyl]-3,6-dihydro-2H-1,3,4-oxadiazin-2-one